ClC=1C=C2C=C(C(NC2=CC1)=O)C=1N=NN(C1)C1=CC=C(C=C1)C(=O)N1[C@H](CCC1)CN(C)C 6-chloro-3-{1-[4-((R)-2-dimethylaminomethyl-pyrrolidine-1-carbonyl)-phenyl]-1H-[1,2,3]triazol-4-yl}-1H-quinolin-2-one